O=C1N(CCC2=CC(=CC=C12)OS(=O)(=O)C(F)(F)F)C1CCN(CC1)C(=O)OC(C)(C)C tert-butyl 4-[1-oxo-6-(trifluoromethanesulfonyloxy)-3,4-dihydroisoquinolin-2-yl]piperidine-1-carboxylate